OC=1C(=NN(C(C1)=O)C1=C(C=CC=C1)OC)C(=O)OC methyl 4-hydroxy-1-(2-methoxyphenyl)-6-oxo-1,6-dihydropyridazine-3-carboxylate